N=1N(N=C2C1C=CC=C2)C2=C(C(=CC(=C2)C(CC)(C)C)C(CC)(C)C)O 2-(benzotriazol-2-yl)-4,6-bis-(1,1-dimethylpropyl)-phenol